5-fluoro-2-methoxy-N-(5-oxo-6,7,8,9-tetrahydro-5H-pyrido[3,2-c]azepin-3-yl)benzenesulfonamide FC=1C=CC(=C(C1)S(=O)(=O)NC1=CC=2C(NCCCC2N=C1)=O)OC